(2r,4r)-4-aminotetralin N[C@@H]1CCCC2=CC=CC=C12